COC1=C(C=C2C(=N1)SCC2(C)C)C2CCN(CC2)C(=O)OC(C)(C)C tert-butyl 4-(6-methoxy-3,3-dimethyl-2,3-dihydrothieno[2,3-b]pyridin-5-yl)piperidine-1-carboxylate